tert-Butyl (3-((2-(3-(3,4-dichlorophenyl)ureido)-6-isopropylpyrimidin-4-yl)amino)propyl)(methyl)carbamate ClC=1C=C(C=CC1Cl)NC(NC1=NC(=CC(=N1)NCCCN(C(OC(C)(C)C)=O)C)C(C)C)=O